C1=CC=CC=2C3=CC=CC=C3C(C12)COC(=O)N([C@@H](CCCCN)C(=O)O)C(=O)OCC1C2=CC=CC=C2C=2C=CC=CC12 di(9-fluorenyl-methoxycarbonyl)-L-lysine